1-hydroxy-6,6,9-trimethyl-3-pentyl-6a,7,8,10a-tetrahydro-6H-benzo[c]chromene-2-carboxylic acid OC1=C2C3C(C(OC2=CC(=C1C(=O)O)CCCCC)(C)C)CCC(=C3)C